C(C1=CC=CC=C1)OC=1C=C(C=C(C1)OCC1=CC=CC=C1)C(C)=O 1-(3,5-Bis(benzyloxy)phenyl)Ethan-1-one